5-(4-chlorophenyl)-7-[(4-phenyl-1H-imidazol-2-yl)methyl]-7H-pyrrolo[2,3-d]Pyrimidin-4-amine ClC1=CC=C(C=C1)C1=CN(C=2N=CN=C(C21)N)CC=2NC=C(N2)C2=CC=CC=C2